(S)-N-(1-(4-(dimethylamino)pyridin-2-yl)ethyl)-5-(4-(trifluoromethyl)phenyl)-2-naphthamide CN(C1=CC(=NC=C1)[C@H](C)NC(=O)C1=CC2=CC=CC(=C2C=C1)C1=CC=C(C=C1)C(F)(F)F)C